tert-butyl 4-[[1-[5-(1-methoxycarbonyl-2-methyl-propyl)isoxazol-3-yl] azetidin-3-yl]methyl]piperidine-1-carboxylate COC(=O)C(C(C)C)C1=CC(=NO1)N1CC(C1)CC1CCN(CC1)C(=O)OC(C)(C)C